C(C)OC(C(C)OC1=CC=C2C(=CC(OC2=C1)=O)C1=C(C=C(C=C1)F)Cl)=O 2-((4-(2-chloro-4-fluorophenyl)-2-oxo-2H-chromen-7-yl)oxy)propanoic acid ethyl ester